1,1-diethylurea C(C)N(C(=O)N)CC